CC(CCOCC(COCCCCCCCC\C=C/C\C=C/CCCCC)N(C)C)CCCC(C)C 1-[(3,7-dimethyloctyl)oxy]-N,N-dimethyl-3-[(9Z,12Z)-octadeca-9,12-dien-1-yloxy]propan-2-amine